P(=O)(OC1=C(C=CC=C1C)C)(OC1=C(C=CC=C1C)C)[O-] bis(dl-2,6-DIMETHYLPHENYL) phosphate